1-(4-(4-methyl-6-oxo-1,4,5,6-tetrahydropyridazine-3-yl)phenyl)-3-propylguanidine CC1C(=NNC(C1)=O)C1=CC=C(C=C1)NC(=N)NCCC